1-(4'-propoxy-[1,1'-biphenyl]-4-yl)ethan-1-one propyl-hydroxybenzoate (propylbenzoate) C(CC)C1=C(C(=O)O)C=CC=C1.C(CC)C=1C(=C(C(=O)O)C=CC1)O.C(CC)OC1=CC=C(C=C1)C1=CC=C(C=C1)C(C)=O